2-((R)-2-((R)-1-((2S,3R)-3-hydroxy-2-(6-phenylpicolinamido)butanamido)-3-methylbutyl)-4-(methylcarbamoyl)-6-oxo-1,3,2-dioxaborinan-4-yl)acetic acid O[C@@H]([C@@H](C(=O)N[C@@H](CC(C)C)B1OC(C[C@@](O1)(C(NC)=O)CC(=O)O)=O)NC(C1=NC(=CC=C1)C1=CC=CC=C1)=O)C